3-amino-1-phenyl-1H-pyrazol-5(4H)-one NC1=NN(C(C1)=O)C1=CC=CC=C1